C1(=CC=CC=C1)N(CC(=O)O)C1=C(C=CC=C1)C phenyl-N-(o-tolyl)glycine